C1(CCC1)CN[C@H]1CN(CCC1)C1=CC(N(C=C1)C(C)N1N=NC(=C1)C=1C=2N(C=CC1)C=NC2)=O 4-((R)-3-((cyclobutylmethyl)amino)piperidin-1-yl)-1-(1-(4-(imidazo[1,5-a]pyridin-8-yl)-1H-1,2,3-triazol-1-yl)ethyl)pyridin-2(1H)-one